4-(((tert-Butoxycarbonyl)(cyclopropyl)amino)methyl)benzoic acid C(C)(C)(C)OC(=O)N(C1CC1)CC1=CC=C(C(=O)O)C=C1